tert-Butyl (1R,5S,6R)-6-((2-(8-(cyclobutylthio)imidazo[1,5-a]pyridin-3-yl)prop-2-yl)carbamoyl)-3-azabicyclo[3.1.0]hexane-3-carboxylate C1(CCC1)SC=1C=2N(C=CC1)C(=NC2)C(C)(C)NC(=O)C2[C@H]1CN(C[C@@H]21)C(=O)OC(C)(C)C